BrC=1C=C(C=C(C1)Br)N(C(=O)N([C@@H]1CN(C[C@H]1C1=CC=C(C=C1)F)C(=O)[C@@H]1CC[C@H](CC1)NC(OC)=O)C)C methyl (trans-4-{[(3S,4R)-3-{[(3,5-dibromophenyl)(methyl)carbamoyl](methyl)amino}-4-(4-fluorophenyl)pyrrolidin-1-yl]carbonyl}cyclohexyl)carbamate